N-((1r,3r)-3-(3-fluorophenyl)cyclobutyl)-4-(1H-imidazol-1-yl)pyrimidine-2-carboxamide FC=1C=C(C=CC1)C1CC(C1)NC(=O)C1=NC=CC(=N1)N1C=NC=C1